1-((4-(5-Chloro-2-((1-(tetrahydro-2H-pyran-4-yl)-1H-pyrazol-4-yl)amino)pyrimidin-4-yl)-2-fluorophenoxy)methyl)cyclopropanecarbonitrile ClC=1C(=NC(=NC1)NC=1C=NN(C1)C1CCOCC1)C1=CC(=C(OCC2(CC2)C#N)C=C1)F